(R)-N-(2-(4-cyanothiazolidin-3-yl)-2-oxoethyl)-6-morpholinoquinoline-4-carboxamide C(#N)[C@H]1N(CSC1)C(CNC(=O)C1=CC=NC2=CC=C(C=C12)N1CCOCC1)=O